3-{(3R)-2-[(4-methylphenyl)sulfonyl]-1,2,3,4-tetrahydroisoquinolin-3-yl}-1-(morpholin-4-yl)propan-1-one tert-butyltrichloroacetimidate C(C)(C)(C)OC(C(Cl)(Cl)Cl)=N.CC1=CC=C(C=C1)S(=O)(=O)N1CC2=CC=CC=C2C[C@H]1CCC(=O)N1CCOCC1